ALLYL CAPROATE (prop-2-enyl hexanoate) C(C=C)C(C(=O)O)CCCC.C(CCCCC)(=O)OCC=C